COC([C@@H](CI)NC(=O)OC(C)(C)C)=O (S)-2-(tert-Butoxycarbonylamino)-3-iodopropionic acid methyl ester